N-[[1-(5-chloro-1,3-benzoxazol-2-yl)-4-piperidyl]methyl]-2-methylsulfonyl-pyridine-4-carboxamide ClC=1C=CC2=C(N=C(O2)N2CCC(CC2)CNC(=O)C2=CC(=NC=C2)S(=O)(=O)C)C1